C(C1=CC=CC=C1)N(C=1SC(=C(N1)C1=CC(=C(C=C1)Cl)Cl)C(=O)O)CCC(=O)O 2-(benzyl-(2-carboxyethyl)amino)-4-(3,4-dichlorophenyl)thiazole-5-carboxylic acid